OC1=CC=C(C=C1)N1CCC2(CCN(C2)S(=O)(=O)C=2N(C3=CC=CC=C3C2)C(=O)OC(C)(C)C)CC1 tert-butyl 2-((8-(4-hydroxyphenyl)-2,8-diazaspiro[4.5]decan-2-yl)sulfonyl)-1H-indole-1-carboxylate